O=C1C2=C(C=3C(=CC(=NC3C1=O)C(=O)O)C(=O)O)NC(=C2)C(=O)O 4,5-dioxo-1H-pyrrolo[2,3-F]quinoline-2,7,9-tricarboxylic acid